(3R,5S)-5-((1-(((azetidin-3-ylmethyl)amino)methyl)-6-chloro-1,3,4,9-tetrahydro-2H-pyrido[3,4-b]indol-2-yl)methyl)-1-(5-chloro-6-(trifluoromethyl)pyridin-2-yl)pyrrolidin-3-ol N1CC(C1)CNCC1N(CCC2=C1NC1=CC=C(C=C21)Cl)C[C@@H]2C[C@H](CN2C2=NC(=C(C=C2)Cl)C(F)(F)F)O